C(C)N1CC2(CNC2)C1 6-ethyl-2,6-diazaspiro[3.3]heptan